(S,E)-Methyl-6-(isonicotinamido)-7-(1-(2-(2-adamantylamino)-2-oxoethyl)-2-oxo-1,2-dihydropyridin-3-ylamino)-7-oxohept-2-enoat COC(\C=C\CC[C@@H](C(=O)NC=1C(N(C=CC1)CC(=O)NC1C2CC3CC(CC1C3)C2)=O)NC(C2=CC=NC=C2)=O)=O